CN1N=CC(=C1)NC1=NC=C(C(=C1)OC=1C=C(C=CC1)NC(C=C)=O)C1=CC=C(C=C1)C(F)(F)F N-(3-((2-((1-methyl-1H-pyrazol-4-yl)amino)-5-(4-(trifluoromethyl)phenyl)pyridin-4-yl)oxy)phenyl)acrylamide